COCOC1=C(C=C(C=C1)OC(C1=CC=CC=C1)=O)C(=O)C1=CC=CC=C1 (2-methoxymethoxy-5-benzoyloxy-phenyl)(phenyl)-methanone